(2-((3-(1H-indol-3-yl)-1-((2-(3-octylguanidino)ethyl)amino)-1-oxopropan-2-yl)carbamoyl)-4-bromophenyl)-2-naphthamide N1C=C(C2=CC=CC=C12)CC(C(=O)NCCNC(=N)NCCCCCCCC)NC(=O)C1=C(C=CC(=C1)Br)C1=C(C=CC2=CC=CC=C12)C(=O)N